C1(=CC=CC=C1)N(CC(=O)O)C1CN(CC1)CCCC1=NC=2NCCCC2C=C1 N-phenyl-N-(1-(3-(5,6,7,8-tetrahydro-1,8-naphthyridin-2-yl)propyl)pyrrolidin-3-yl)glycine